2-(4-chloro-6-(ethylamino)-1,3,5-triazin-2-ylamino)-2-methylpropiononitrile ClC1=NC(=NC(=N1)NCC)NC(C#N)(C)C